N1=C(N=NC(=C1)S)S 1,3,4-triazine-2,5-dithiol